FC1=C(C(=O)NC2=NC=CC(=C2)C(=O)N)C(=CC=C1C(F)(F)F)OC1=C(C=C(C=C1)OC(F)(F)F)OC 2-[[2-fluoro-6-[2-methoxy-4-(trifluoromethoxy)phenoxy]-3-(trifluoromethyl)benzoyl]amino]pyridine-4-carboxamide